N1=CN=CC(=C1)C=1N=C(NC1)C1NCCCC1 2-(4-(pyrimidin-5-yl)-1H-imidazol-2-yl)piperidin